CC1(C(N2C(C=3C=CC(=CC13)S(=O)(=O)C)=NC1=C2C=CC=C1)=O)C[Si](CC)(CC)CC 5-methyl-3-(methylsulfonyl)-5-((triethylsilyl)methyl)benzo[4,5]imidazo[2,1-a]isoquinolin-6(5H)-one